C(C)OC(=O)C=1CC2CCC(CC1C1=CC=C(C=C1)O)N2C(=O)OC(C)(C)C 4-(4-hydroxyphenyl)-9-azabicyclo[4.2.1]non-3-ene-3,9-dicarboxylic acid 9-tert-butyl 3-ethyl ester